4-(hydroxymethyl)bicyclo[2.2.2]Octane-1-carboxylic acid benzyl ester C(C1=CC=CC=C1)OC(=O)C12CCC(CC1)(CC2)CO